1-[3,5-diethoxy-4-(methylsulfonyl)phenyl]ethan-1-one C(C)OC=1C=C(C=C(C1S(=O)(=O)C)OCC)C(C)=O